CC(C(=O)NC=1C(=NC=C(C1)C(F)(F)F)COC(=O)N1CC2=CC=C(C=C2C1)C(=O)N1CC2=C(CC1)C(=NO2)O)(C)C [3-(2,2-Dimethylpropanoylamino)-5-(trifluoromethyl)pyridin-2-yl]methyl-5-(3-hydroxy-5,7-dihydro-4H-[1,2]oxazolo[5,4-c]pyridin-6-carbonyl)-1,3-dihydroisoindol-2-carboxylat